ethyl 3-[1-[2-[bis[(4-methoxyphenyl)methyl]amino]-3-pyridyl]ethyl-(4,6-dichloro-5-nitro-pyrimidin-2-yl)amino]propanoate COC1=CC=C(C=C1)CN(C1=NC=CC=C1C(C)N(CCC(=O)OCC)C1=NC(=C(C(=N1)Cl)[N+](=O)[O-])Cl)CC1=CC=C(C=C1)OC